neopentyl L-serinate N[C@@H](CO)C(=O)OCC(C)(C)C